C(CCCCCCCCC)OCCCNCCCN N-(3-decyloxypropyl)-1,3-diaminopropane